C(OC(CC\C=C\C1=CC=C(C=C1)OC)(C)C)([O-])=O (E)-3-(4-Methoxyphenyl)allyl-tert-butyl carbonate